tert-butyl (2S)-2-[5-(3-{[tert-butyl(diphenyl)silyl]oxy}azetidin-1-yl)-7-(hydroxymethyl)pyrazolo[1,5-a]pyrimidin-2-yl]piperidine-1-carboxylate [Si](C1=CC=CC=C1)(C1=CC=CC=C1)(C(C)(C)C)OC1CN(C1)C1=NC=2N(C(=C1)CO)N=C(C2)[C@H]2N(CCCC2)C(=O)OC(C)(C)C